O=C1N(CN(C1)C(=O)[O-])CC1=NC=C(C=C1)C#CC1=CC=C(C=C1)C1=CC(=NO1)CN1C(=NC=C1)[C@H](C)OC1OCCCC1 4-oxo-3-((5-((4-(3-((2-((1S)-1-((tetrahydro-2H-pyran-2-yl)oxy)ethyl)-1H-imidazol-1-yl)methyl)isoxazol-5-yl)phenyl)ethynyl)pyridin-2-yl)methyl)imidazolidine-1-carboxylate